CNNC 1,2-Dimethylhydrazin